(4-amino-1-methylimidazo[1,5-a]quinoxalin-8-yl)((3S,4aS,9bS)-3-fluoro-7-(trifluoromethyl)-3,4,4a,9b-tetrahydrobenzofuro[3,2-b]pyridin-1(2H)-yl)methanone NC=1C=2N(C3=CC(=CC=C3N1)C(=O)N1[C@@H]3[C@H](C[C@@H](C1)F)OC1=C3C=CC(=C1)C(F)(F)F)C(=NC2)C